2-bromo-5-(cyclopentylidenemethyl)thiophene BrC=1SC(=CC1)C=C1CCCC1